ClC=1C(=C(NC2=C(NC3=C2C(NCC3)=O)C3=C(C=NC=C3)OCC3(NCC3)C)C=CC1)OC 3-(3-chloro-2-methoxyanilino)-2-{3-[(2-methylazetidin-2-yl)methoxy]pyridin-4-yl}-1,5,6,7-tetrahydro-4H-pyrrolo[3,2-c]pyridin-4-one